CN1N=CC(=C1CNC(=O)OCC1=CC(=CC=C1)C)C1=CC=C(C=N1)OC1CCCCC1 (1S,3S)-3-((6-(1-Methyl-5-(((((3-methylbenzyl)oxy)carbonyl)amino)methyl)-1H-pyrazol-4-yl)pyridin-3-yl)oxy)cyclohexan